5-((4-(3-((2-((1S)-1-((tetrahydro-2H-pyran-2-yl)oxy)ethyl)-1H-imidazol-1-yl)methyl)isoxazol-5-yl)phenyl)ethynyl)picolinaldehyde O1C(CCCC1)O[C@@H](C)C=1N(C=CN1)CC1=NOC(=C1)C1=CC=C(C=C1)C#CC=1C=CC(=NC1)C=O